(S)-N-(7-((3-hydroxyoxetan-3-yl)ethynyl)-5-methyl-4-oxo-2,3,4,5-tetrahydrobenzo[b][1,4]oxazepin-3-yl)-4-((1-methyl-1H-pyrazol-4-yl)oxy)pyridineamide OC1(COC1)C#CC1=CC2=C(OC[C@@H](C(N2C)=O)NC(=O)C2=NC=CC(=C2)OC=2C=NN(C2)C)C=C1